6-bromo-7,8-dihydronaphthalene-2-ol BrC1=CC=2C=CC(=CC2CC1)O